6-(3-tolyl)-1,4-benzoxazine C1(=CC(=CC=C1)C=1C=CC2=C(N=CCO2)C1)C